CS(=O)(=O)N1C(CN(C2=CC=CC=C12)C1=CC=C(C=C1)C(F)(F)F)CNC(C=C)=O N-((1-(methylsulfonyl)-4-(4-(trifluoromethyl)phenyl)-1,2,3,4-tetrahydroquinoxalin-2-yl)methyl)acrylamide